N-[(3R)-1-(4-{[(1RS)-1-(3,5-difluorophenyl)ethyl]amino}-2-methylpyrido[3,4-d]pyrimidin-6-yl)pyrrolidin-3-yl]acetamide FC=1C=C(C=C(C1)F)[C@@H](C)NC=1C2=C(N=C(N1)C)C=NC(=C2)N2C[C@@H](CC2)NC(C)=O |&1:8|